ClC=1C=C(N)C=CC1OCC(F)(F)F 3-chloro-4-(2,2,2-trifluoroethoxy)aniline